C1(CC1)COC=1C=C(C=CC1OC)C(CN1C(=CC(C=C1)=O)C)O 1-(2-(3-cyclopropylmethoxy-4-methoxyphenyl)-2-hydroxyethyl)-2-methylpyridin-4(1H)-one